5-(N-(2-((benzylamino)methyl)-4-chlorophenyl)-N-ethylsulfamoyl)-3-methylbenzofuran-2-carboxylic acid ethyl ester C(C)OC(=O)C=1OC2=C(C1C)C=C(C=C2)S(N(CC)C2=C(C=C(C=C2)Cl)CNCC2=CC=CC=C2)(=O)=O